FC=1C=C2C(=CNC2=CC1)CC(CCCC)NC(=O)C1=CC2=C(S1)C=C(C=C2)N2CCN(CC2)C N-(1-(5-fluoro-1H-indole-3-yl)hexane-2-yl)-6-(4-methylpiperazine-1-yl)benzo[b]thiophene-2-carboxamide